trichlorooctadecyl-silane ClC(CCCCCCCCCCCCCCCCC[SiH3])(Cl)Cl